FC=1C(=NC(=NC1)NC=1C=NC(=CC1)OC)N[C@H]1CN(CCC1)C(C=C)=O (R)-1-(3-(5-fluoro-2-(6-methoxypyridin-3-ylamino)pyrimidin-4-ylamino)piperidin-1-yl)prop-2-en-1-one